6-(4-aminoquinazolin-6-yl)-5-methyl-2,3-diphenylpyrazolo[1,5-a]pyrimidin-7(4H)-one NC1=NC=NC2=CC=C(C=C12)C1=C(NC=2N(C1=O)N=C(C2C2=CC=CC=C2)C2=CC=CC=C2)C